Methyl 2-((ethoxycarbonothioyl)carbamoyl)-[1,1'-biphenyl]-3-carboxylate C(C)OC(=S)NC(=O)C1=C(C=CC=C1C(=O)OC)C1=CC=CC=C1